C(C)OC(=O)C1=C(OC2=C1C=C(C(=C2)C)O)C 5-hydroxy-2,6-dimethylbenzofuran-3-carboxylic acid ethyl ester